1,1-bis(tert.-butylperoxy)3,3,5-trimethyl-cyclohexaneN C(C)(C)(C)OOC1(CC(C=C(C1)C)(C)C)OOC(C)(C)C